CN1C=C(C=C(C1=O)C)C1=CC2=C(N(C(N2C)=O)CC2=CC(=C(C=C2)OC)F)C=C1 5-(1,5-dimethyl-6-oxo-1,6-dihydropyridin-3-yl)-1-(3-fluoro-4-methoxybenzyl)-3-methyl-1,3-dihydro-2H-benzo[d]imidazol-2-one